silicon-Nickel [Ni].[Si]